ClC1=CC=C(C(=NO)N)C=C1 4-chloro-N'-hydroxy-benzamidine